Methyl (S)-6-(3-methyl-1,4-oxazepan-4-yl)quinoline-4-carboxylate C[C@H]1COCCCN1C=1C=C2C(=CC=NC2=CC1)C(=O)OC